(E)-4-hexene-1-ol C(CC\C=C\C)O